3,6-dihydrophthalic acid C(C1=C(C(=O)O)CC=CC1)(=O)O